(1R,2R,4R,5R,6S)-8-benzyl-4-methyl-6-(phenylsulfonyl)-8-azabicyclo[3.2.1]octan-2-amine C(C1=CC=CC=C1)N1[C@H]2[C@@H](C[C@H]([C@@H]1[C@H](C2)S(=O)(=O)C2=CC=CC=C2)C)N